C(CCCCCC)S 1-heptanethiol